(R)-ethyl 2-(2-(((1-(6-(3-methylbutanamido)-9H-purin-9-yl)propan-2-yl)oxy)methyl)-2-oxo-1,3,2-dioxaphosphinan-5-yl)acetate CC(CC(=O)NC1=C2N=CN(C2=NC=N1)C[C@@H](C)OCP1(OCC(CO1)CC(=O)OCC)=O)C